CNC1=C(C=C(C=C1)C1=NN(C=C1)C)B1OC(C(O1)(C)C)(C)C N-methyl-4-(1-methylpyrazol-3-yl)-2-(4,4,5,5-tetramethyl-1,3,2-dioxaborolan-2-yl)aniline